OCCO[N+](=O)[O-] nitric acid-2-hydroxyethyl ester